C(#N)C1=C(SC=2CN(CCC21)CC2=C(C=CC=C2)C)NC(CC2=CC=C(C=C2)S(=O)(=O)C)=O N-(3-Cyano-6-(2-methylbenzyl)-4,5,6,7-tetrahydrothieno[2,3-c]pyridin-2-yl)-2-(4-(methylsulfonyl)phenyl)-acetamid